C(C)(C)(C)OC(=O)N1CCC(=CC1)C1=CC=C(C=C1)C=1N=NN(C1)CC1=NC=C(C(=O)OC)C=C1F methyl 6-((4-(4-(1-(tert-butoxy carbonyl)-1,2,3,6-tetrahydropyridin-4-yl)phenyl)-1H-1,2,3-triazol-1-yl)methyl)-5-fluoronicotinate